Methyl 2-bromo-5-fluoro-4-methylbenzoate BrC1=C(C(=O)OC)C=C(C(=C1)C)F